vinylmevalonate C(=C)OC(C[C@@](O)(C)CCO)=O